C(C1=CC=CC=C1)OC(NC1=C(C=CC=C1C)C=O)=O (2-FORMYL-6-METHYL-PHENYL)-CARBAMIC ACID BENZYL ESTER